4-bromo-2-hydroxybenzonitrile BrC1=CC(=C(C#N)C=C1)O